(REL)-format C(=O)[O-]